butyldiisooctylmethylammonium methylsulfate COS(=O)(=O)[O-].C(CCC)[N+](C)(CCCCCC(C)C)CCCCCC(C)C